C1(=CC(=CC2=CC=CC=C12)S(=O)(=O)[O-])S(=O)(=O)[O-] 1,3-naphthalenedisulfonat